C(CC)[C@@H]1CC[C@H](CC1)[C@@H]1CC[C@H](CC1)CC trans-4-(trans-4'-n-propylcyclohexyl)-cyclohexylethane